The molecule is an organic cation obtained by protonation of the primary amino groups of kanamycin X. It is an ammonium ion derivative and an organic cation. It is a conjugate base of a kanamycin X. C1[C@H]([C@@H]([C@H]([C@@H]([C@H]1[NH3+])O[C@@H]2[C@@H]([C@H]([C@@H]([C@H](O2)CO)O)O)O)O)O[C@@H]3[C@@H]([C@H]([C@@H]([C@H](O3)CO)O)[NH3+])O)[NH3+]